N-((S)-1-((3R,5'S)-5'-ethynyl-2-oxospiro[indoline-3,3'-pyrrolidin]-1'-yl)-4-fluoro-4-methyl-1-oxopentan-2-yl)-5-(trifluoromethyl)-1H-indole-2-carboxamide C(#C)[C@@H]1C[C@@]2(CN1C([C@H](CC(C)(C)F)NC(=O)C=1NC3=CC=C(C=C3C1)C(F)(F)F)=O)C(NC1=CC=CC=C12)=O